FC(C1=NN=C(S1)C1=CN=C2N1C=C(C=C2N2C[C@@H]1COCCN1[C@H](C2)C)S(=O)(=O)NC2(COC2)C)F 3-(5-(difluoromethyl)-1,3,4-thiadiazol-2-yl)-8-((6S,9aR)-6-methylhexahydropyrazino[2,1-c][1,4]oxazin-8(1H)-yl)-N-(3-methyloxetan-3-yl)imidazo[1,2-a]pyridine-6-sulfonamide